dioctadecylmethylammonium tetrakis(3,5-bistrifluoromethylphenyl)borate FC(C=1C=C(C=C(C1)C(F)(F)F)[B-](C1=CC(=CC(=C1)C(F)(F)F)C(F)(F)F)(C1=CC(=CC(=C1)C(F)(F)F)C(F)(F)F)C1=CC(=CC(=C1)C(F)(F)F)C(F)(F)F)(F)F.C(CCCCCCCCCCCCCCCCC)[NH+](C)CCCCCCCCCCCCCCCCCC